(S)-5-((5-(1-(2,2-difluoroethyl)-2-methyl-1H-imidazo[4,5-b]pyrazin-6-yl)-7H-pyrrolo[2,3-d]pyrimidin-2-yl)amino)-1-methylpiperidin-2-one FC(CN1C(=NC=2C1=NC(=CN2)C2=CNC=1N=C(N=CC12)N[C@H]1CCC(N(C1)C)=O)C)F